ClC=1C(=C(C=C2C=C(N=CC12)NC(=O)C1C(C1)CN(C)C)C=1C=NC=CC1C)F N-[8-chloro-7-fluoro-6-(4-methylpyridin-3-yl)isoquinolin-3-yl]-2-[(dimethylamino)methyl]Cyclopropane-1-carboxamide